ClC=1C(=C(C=CC1OC[C@@H]1OCCCC1)NC=1C2=C(N=CN1)C=CC(=N2)O[C@@H]2CNCC2)F N-[3-chloro-2-fluoro-4-[[(2R)-tetrahydropyran-2-yl]methoxy]phenyl]-6-[(3S)-pyrrolidin-3-yl]oxy-pyrido[3,2-d]pyrimidin-4-amine